C1(CCCC1)C1=CC(=NN1)C=1C(=NC(=NC1)N(C)C1CCN(CC1)C1CC1)N (5-Cyclopentyl-1H-pyrazol-3-yl)-N2-(1-cyclopropylpiperidin-4-yl)-N2-methylpyrimidine-2,4-diamine